C(#N)C1=C(C=NN1C)S(=O)(=O)Cl 5-cyano-1-methyl-1H-pyrazole-4-sulfonyl chloride